(2Z)-6-hydroxy-2-[4-(4-methylpiperazin-1-yl)benzylidene]-1-benzofuran-3(2H)-one hydrochloride Cl.OC1=CC2=C(C(/C(/O2)=C/C2=CC=C(C=C2)N2CCN(CC2)C)=O)C=C1